C(C(=C)C)(=O)OCCC[SiH2]C(OC)OC 3-(dimethoxymethylsilyl)propyl methacrylate